(2-(((tert-butyldimethylsilyl)oxy)methyl)-7-iodobenzofuran-5-yl)methanol [Si](C)(C)(C(C)(C)C)OCC=1OC2=C(C1)C=C(C=C2I)CO